C(CCCCCCCCCC)(=O)OCN1C(CCC2=CC=C(C=C12)CCN1CCN(CC1)C1=CC(=CC2=C1C=CS2)F)=O (7-(2-(4-(6-fluorobenzothiophen-4-yl)piperazin-1-yl)ethyl)-2-oxo-3,4-dihydroquinoline-1(2H)-yl)methyl undecanoate